C(C)(C)(C)OC(=O)N[C@H](C(=O)O)[C@H](C)C1=C(C(=CC=C1F)C)C (2S,3R)-2-((tert-butoxycarbonyl)amino)-3-(6-fluoro-2,3-dimethylphenyl)butyric acid